FC(C1=CC=C(CN2CCC(CC2)C=2C(=C3CN(C(C3=CC2F)=O)C2C(NC(CC2)=O)=O)F)C=C1)F 3-(5-(1-(4-(difluoromethyl)benzyl)piperidin-4-yl)-4,6-difluoro-1-oxoisoindolin-2-yl)piperidine-2,6-dione